P(OCCCCCC)(OCCCCCC)=O di(n-hexyl) phosphonate